C(#N)C=1C=CC(=NC1)N1CCN(CC1)CC1=CC(=NC=C1)NC(=O)NCC 1-(4-((4-(5-cyanopyridin-2-yl)piperazin-1-yl)methyl)pyridin-2-yl)-3-ethylurea